1-[5-fluoro-2-(4-morpholinoanilino)pyrimidin-4-yl]-3-methyl-indol-5-amine FC=1C(=NC(=NC1)NC1=CC=C(C=C1)N1CCOCC1)N1C=C(C2=CC(=CC=C12)N)C